OC(C)C=1C2=C(C(=NC1)C1=CC=C(C(=O)N[C@@H]3CC[C@H](CC3)C(C)(C)O)C=C1)C=CO2 4-[7-(1-hydroxyethyl)furo[3,2-c]pyridin-4-yl]-N-[trans-4-(2-hydroxypropan-2-yl)cyclohexyl]benzamide